FC1=CC=C(C=C1)C1(CCN(CC1)C1=NC(=CC(=N1)C)N1CCOCC1)O 4-(4-fluorophenyl)-1-(4-methyl-6-morpholinylpyrimidin-2-yl)piperidin-4-ol